iron-magnesium-tin-tungsten [W].[Sn].[Mg].[Fe]